[(1R)-1,2-dimethylpropyl]quinoline-3,4-diamine C[C@H](C(C)C)C1=NC2=CC=CC=C2C(=C1N)N